(Z)-7-undecenal C(CCCCC\C=C/CCC)=O